ClC=1C=C2C(=NC1)C(=CO2)C2=CC=C(C=C2)CC#N 2-(4-(6-chlorofuro[3,2-b]pyridin-3-yl)phenyl)acetonitrile